N-(4-{[6-(5-chloro-2-fluorophenyl)pyridazin-4-yl]amino}pyridin-2-yl)-3-(4-methyl-2-oxopiperazin-1-yl)propanamide ClC=1C=CC(=C(C1)C1=CC(=CN=N1)NC1=CC(=NC=C1)NC(CCN1C(CN(CC1)C)=O)=O)F